3-(5-(1-Benzyl-1H-indole-3-carbonyl)pyridin-2-yl)-N-cyclopropyl-5-fluoro-4-methylbenzamide C(C1=CC=CC=C1)N1C=C(C2=CC=CC=C12)C(=O)C=1C=CC(=NC1)C=1C=C(C(=O)NC2CC2)C=C(C1C)F